COC1=C(CBr)C=CC(=C1)OC(F)(F)F 2-methoxy-4-(trifluoromethoxy)benzyl bromide